N-(prop-2-yl)-1,6-dihydroimidazo[4,5-d]pyrrolo[2,3-b]pyridine-8-carboxamide hydrochloride Cl.CC(C)NC(=O)C1=CNC2=NC=C3C(=C21)NC=N3